1-[4-[(6-bromo-5-methyl-3-pyridyl)oxy]-2-methyl-thiazol-5-yl]ethanone BrC1=C(C=C(C=N1)OC=1N=C(SC1C(C)=O)C)C